BrC1=CC(=C(C=C1F)CCCC=O)Cl 4-(4-bromo-2-chloro-5-fluorophenyl)butanal